N-(3-(4-aminophenyl)-1-methyl-1H-pyrazol-5-yl)-4-azidobenzamide NC1=CC=C(C=C1)C1=NN(C(=C1)NC(C1=CC=C(C=C1)N=[N+]=[N-])=O)C